[C@H]1(CCC2=CC=CC=C12)[C@@H](C(=O)NC1=C(C=C(C=C1)[C@@H](C(=O)N(CC(F)(F)F)C)C)F)NC(=O)C1=CC=NN1CC N-((S)-1-((R)-2,3-dihydro-1H-inden-1-yl)-2-((2-fluoro-4-((S)-1-(methyl(2,2,2-trifluoroethyl)amino)-1-oxopropan-2-yl)phenyl)amino)-2-oxoethyl)-1-ethyl-1H-pyrazole-5-carboxamide